(R)-5-(4-fluorophenyl)oxazolidine-2-one butyl-((3S,4S)-4-hydroxyltetrahydro-2H-pyran-3-yl)carbamate C(CCC)N(C(O)=O)[C@H]1COCC[C@@H]1O.FC1=CC=C(C=C1)[C@@H]1CNC(O1)=O